6'-bromo-4'-fluoro-1'-methylspiro[cyclopropane-1,3'-indolin]-2'-one BrC1=CC(=C2C3(C(N(C2=C1)C)=O)CC3)F